O=C1NC(CCC1N1C(C2=CC=C(C=C2C1=O)N1CC(CC1)CN1CCC(CC1)C1=CC=C(C=C1)NC=1N=C(N=NC1C(=O)N)N1C[C@@H](CC1)O)=O)=O 5-((4-(1-((1-(2-(2,6-dioxopiperidin-3-yl)-1,3-dioxoisoindolin-5-yl)pyrrolidin-3-yl)methyl)piperidin-4-yl)phenyl)amino)-3-((R)-3-hydroxypyrrolidin-1-yl)-1,2,4-triazine-6-carboxamide